vinyltris-isobutoxysilane C(=C)[Si](OCC(C)C)(OCC(C)C)OCC(C)C